BrC1=C(C(=CC=2C=CNC21)OCC2=CC=CC=C2)OCC2=CC=CC=C2 7-bromo-5,6-bis(benzyloxy)benzopyrrole